ClC=1C=CC=C2C=CC=C(C12)N1CC=2N=CN=C(C2CC1)N1CC(C1)N 1-(7-(8-chloronaphthalen-1-yl)-5,6,7,8-tetrahydropyrido[3,4-d]pyrimidin-4-yl)azetidine-3-amine